copper(I) triflate [O-]S(=O)(=O)C(F)(F)F.[Cu+]